(S)-3-(5-(4-((1-(4-((3S,4R)-3-(2,5-difluoro-4-methylphenyl)-7-hydroxyisochroman-4-yl)phenyl)piperidin-4-yl)methyl)piperazin-1-yl)-1-oxoisoindolin-2-yl)piperidine-2,6-dione FC1=C(C=C(C(=C1)C)F)[C@H]1OCC2=CC(=CC=C2[C@H]1C1=CC=C(C=C1)N1CCC(CC1)CN1CCN(CC1)C=1C=C2CN(C(C2=CC1)=O)[C@@H]1C(NC(CC1)=O)=O)O